S(=O)(=O)([O-])OOS(=O)(=O)[O-].[Al+3].S(=O)(=O)([O-])OOS(=O)(=O)[O-].S(=O)(=O)([O-])OOS(=O)(=O)[O-].[Al+3] aluminum persulfate salt